2,4-bisoctadecyloxyphenylmethanol C(CCCCCCCCCCCCCCCCC)OC1=C(C=CC(=C1)OCCCCCCCCCCCCCCCCCC)CO